Diethyl carbonat C(OCC)(OCC)=O